7-(benzyloxy)-3,11-diethyl-6,8-dioxa-3,4,5,9,10,11-hexaazatridec-4,9-diene 4,10-dioxide C(C1=CC=CC=C1)OC(ON=[N+](N(CC)CC)[O-])ON=[N+](N(CC)CC)[O-]